C(C)OC(=O)C1=C(N2C(S1)=C(C(=N2)C)Br)C(C)C 7-bromo-3-isopropyl-6-methyl-pyrazolo[5,1-b]thiazole-2-carboxylic acid ethyl ester